[Cl-].Cl\C=C/C[N+]12CN3CN(CN(C1)C3)C2 cis-1-(3-chloroallyl)-3,5,7-triaza-1-azoniaadamantane chloride